ClC1=NC=C(C(=C1)F)Br 2-Chloro-4-fluoro-5-bromopyridine